8-((1-(N,N-bis(4-methoxybenzyl)sulfamoyl)cyclopropyl)methoxy)-1-methyl-2-oxo-1,2-dihydro-1,5-naphthyridine-3-carboxylic acid COC1=CC=C(CN(S(=O)(=O)C2(CC2)COC=2C=CN=C3C=C(C(N(C23)C)=O)C(=O)O)CC2=CC=C(C=C2)OC)C=C1